5-(4-tolyl)-5-fluoro-1-pentene C1(=CC=C(C=C1)C(CCC=C)F)C